FC=1C=CC=C2C=CC(C12)=O 7-fluoro-1-indenone